ClC1=CC2=C(S1)[C@@]1(C[C@@H](N(CC1)CC=1C=NN(C1)CCS(=O)(=O)C)C)OCC2CC(=O)[O-] [(2'S,7R)-2-chloro-2'-methyl-1'-[[1-(2-methylsulfonylethyl)pyrazol-4-yl]methyl]spiro[4,5-dihydrothieno[2,3-c]pyran-7,4'-piperidine]-4-yl]acetate